1-(2-methoxy-4-methyl-5-methylsulfanylphenyl)propan-2-amine COC1=C(C=C(C(=C1)C)SC)CC(C)N